phenazine-6,7-diol C1=CC=CC2=NC3=C(C(=CC=C3N=C12)O)O